di(tert-butyl)phosphine oxide C(C)(C)(C)P(C(C)(C)C)=O